N=1N=C(NC1)[C@@H]1CN(CC1)C(=O)N1CC2(C1)CC(C2)CC2=CC=C(C=C2)S(=O)(=O)N2CC(C2)C(F)(F)F [(3S)-3-(4H-1,2,4-Triazol-3-yl)pyrrolidin-1-yl]-[6-[[4-[3-(trifluoromethyl)azetidin-1-yl]sulfonylphenyl]methyl]-2-azaspiro[3.3]heptan-2-yl]methanone